O=C1OCCN1C1=CC=C(C=C1)S(=O)(=O)NC1=C(N=CS1)C(=O)O 5-{[4-(2-oxo-1,3-oxazolidin-3-yl)phenyl]sulfonylamino}-1,3-thiazole-4-carboxylic acid